[(2R,3S,11bR)-9,10-dimethoxy-3-(2-methylpropyl)-1H,2H,3H,4H,6H,7H,11bH-pyrido[2,1-a]isoquinolin-2-yl]methyl 3-aminopropanoate NCCC(=O)OC[C@@H]1C[C@H]2N(CCC3=CC(=C(C=C23)OC)OC)C[C@H]1CC(C)C